(2,6-Dichloropyridin-4-yl)methyl (S)-2-amino-3-(5,6-dimethylpyridin-3-yl)propanoate dihydrochloride Cl.Cl.N[C@H](C(=O)OCC1=CC(=NC(=C1)Cl)Cl)CC=1C=NC(=C(C1)C)C